tert-butyl 2-(2-((tert-butyldimethylsilyl)oxy)ethyl)-5-(4-cyano-1-ethoxy-1-oxobutan-2-yl)-1H-imidazole-1-carboxylate [Si](C)(C)(C(C)(C)C)OCCC=1N(C(=CN1)C(C(=O)OCC)CCC#N)C(=O)OC(C)(C)C